ClC=1C(=NC(=CN1)I)C(=O)OC methyl 3-chloro-6-iodo-pyrazine-2-carboxylate